COC([C@H]1N(C[C@H](C1)F)C(=O)OC(C)(C)C)=O N-t-butoxycarbonyl-cis-4-fluoro-L-proline methyl ester